5-bromo-3-isopropyl-1-p-toluenesulfonyl-1H-pyrrolo[2,3-c]pyridine BrC=1C=C2C(=CN1)N(C=C2C(C)C)S(=O)(=O)C2=CC=C(C)C=C2